1-(5-bromo-2-hydroxyphenyl)ethan-1-one BrC=1C=CC(=C(C1)C(C)=O)O